Methyl 1-(3-(2-(benzyloxy)ethoxy)propyl)-2-methyl-1H-benzo[d]imidazole-4-carboxylate C(C1=CC=CC=C1)OCCOCCCN1C(=NC2=C1C=CC=C2C(=O)OC)C